1-(2-(bicyclo[2.2.2]octan-1-yl)ethyl) 17-(3-pentyloctyl) 9-hydroxyheptadecanedioate OC(CCCCCCCC(=O)OCCC12CCC(CC1)CC2)CCCCCCCC(=O)OCCC(CCCCC)CCCCC